(1R)-3'-hydroxy-3'-(trifluoromethyl)-2',3'-dihydrospiro[cyclohexane-1,1'-indene]-3-one OC1(C[C@@]2(C3=CC=CC=C13)CC(CCC2)=O)C(F)(F)F